methyl (2S)-3-hydroxy-2-[(2-methylpropan-2-yl)oxycarbonylamino]-propanoate OC[C@@H](C(=O)OC)NC(=O)OC(C)(C)C